tert-butyl 3-amino-6-((1R,2S)-1'-(tert-butoxycarbonyl)-5'-methoxy-2'-oxospiro[cyclopropane-1,3'-indolin]-2-yl)-1H-indazole-1-carboxylate NC1=NN(C2=CC(=CC=C12)[C@@H]1C[C@@]12C(N(C1=CC=C(C=C21)OC)C(=O)OC(C)(C)C)=O)C(=O)OC(C)(C)C